2,3-dimethyl-4-(2-methyl-3-(1-methyl-2,4-dioxo-1,2-dihydroquinazolin-3(4H)-yl)phenyl)-1H-indole-7-carboxamide CC=1NC2=C(C=CC(=C2C1C)C1=C(C(=CC=C1)N1C(N(C2=CC=CC=C2C1=O)C)=O)C)C(=O)N